OCC=1C[C@@H]2[C@H](C(OC=3C=C(C=C(C23)O)C(C)(CCCCCC)C)(C)C)CC1 (6aR,10aR)-9-(hydroxymethyl)-6,6-dimethyl-3-(2-methyloctan-2-yl)-6a,7,10,10a-tetrahydrobenzo[c]chromen-1-ol